3-bromo-4,4-di-p-tolylbut-3-ene BrC(CC)=C(C1=CC=C(C=C1)C)C1=CC=C(C=C1)C